ClC=1C=C(OC2CCC(CC2)NC(C2=NC=C(C=C2)N2CCC(CC2)CO)=O)C=CC1C#N N-((1r,4r)-4-(3-Chloro-4-cyanophenoxy)cyclohexyl)-5-(4-(hydroxymethyl)piperidin-1-yl)picolinamide